BrC1=C2CC(CC2=CC=C1OCC1N(CCC1)C(=O)OC(C)(C)C)CO tert-Butyl 2-[[4-bromo-2-(hydroxymethyl)-2,3-dihydro-1H-inden-5-yl]oxymethyl]pyrrolidine-1-carboxylate